BrC=1C(N(C(=CC1OCC1=C(C=C(C=C1)F)F)C)CC1=NC(=NC=C1)CNC(OC)=O)=O Methyl (4-{[3-bromo-4-[(2,4-difluorobenzyl)oxy]-6-methyl-2-oxopyridin-1(2H)-yl]methyl}pyrimidin-2-yl)methylcarbamate